[1,1'-biphenyl]-4-yl-(4-bromo-2,5-dimethyl-thiophen-3-yl)methanone C1(=CC=C(C=C1)C(=O)C1=C(SC(=C1Br)C)C)C1=CC=CC=C1